tert-butyl N-[(2S)-1-(3-bromo-4-fluorophenoxy)-4-carbamoylbutan-2-yl]carbamate BrC=1C=C(OC[C@H](CCC(N)=O)NC(OC(C)(C)C)=O)C=CC1F